CN1N=CC(=C1)C1=CC2=C(O[C@@H](CN2)[C@H](NCCC=2C=C(C=CC2)C)C2=CC=CC=C2)N=C1 N-((R)-((S)-7-(1-methyl-1H-pyrazol-4-yl)-2,3-dihydro-1H-pyrido[2,3-b][1,4]oxazin-3-yl)(phenyl)methyl)-2-(m-tolyl)ethanamine